FC1=CC=C(OC2=CC(=NC=C2)C(=O)N[C@@H]2C(N(C3=C(OC2)C=CC(=C3)C#CC(COC(CCC(=O)O)=O)(C)C)C)=O)C=C1 (S)-4-((4-(3-(4-(4-fluorophenoxy)pyridinamido)-5-methyl-4-oxo-2,3,4,5-tetrahydrobenzo[b][1,4]oxazepin-7-yl)-2,2-dimethylbut-3-yn-1-yl)oxy)-4-oxobutanoic acid